(3-(2-fluorophenyl)-1-(pyrimidin-5-yl)-1H-pyrrolo[3,2-c]pyridin-4-yl)piperazine-1-carboxylic acid tert-butyl ester C(C)(C)(C)OC(=O)N1C(CNCC1)C1=NC=CC2=C1C(=CN2C=2C=NC=NC2)C2=C(C=CC=C2)F